OC(C)(C)[C@H]1N(C/C(/C1)=N/OC)C(=O)C1=CC=C(C=C1)C1=C(C(=CC=C1)C#N)C (S,E)-4'-(2-(2-hydroxypropan-2-yl)-4-(methoxyimino)pyrrolidine-1-carbonyl)-2-methyl-[1,1'-biphenyl]-3-carbonitrile